C(C)(C)(C)OC(=O)N1CC(C1)NC1=CC(=C(C=N1)C(=O)OC)C(C)(C1=C(C(=CC=C1)F)F)C#N methyl 6-{[1-(tert-butoxycarbonyl)azetidin-3-yl]amino}-4-[1-cyano-1-(2,3-difluorophenyl)ethyl]pyridine-3-carboxylate